(S)-6-(((benzyloxy)carbonyl)amino)-2-((tert-butoxycarbonyl)amino)hexanoic acid C(C1=CC=CC=C1)OC(=O)NCCCC[C@@H](C(=O)O)NC(=O)OC(C)(C)C